C(C)(C)(C)OC(=O)NN1C(=NC(=C1)Cl)C(CC(=O)OCC)=O ethyl 3-(1-((tert-butoxycarbonyl) amino)-4-chloro-1H-imidazol-2-yl)-3-oxopropionate